(R)-6-(2-amino-6-fluoro-5-(4-(2-methylpyrrolidin-1-yl)phenyl)pyridin-3-yl)-3,4-dihydroisoquinolin-1(2H)-one NC1=NC(=C(C=C1C=1C=C2CCNC(C2=CC1)=O)C1=CC=C(C=C1)N1[C@@H](CCC1)C)F